BrC=1C=C(C(=NC1)C(C)N1N=NC(=C1)C1=NC(=CN=C1)N1CCCC1)F 2-(1-(1-(5-bromo-3-fluoropyridin-2-yl)ethyl)-1H-1,2,3-triazol-4-yl)-6-(pyrrolidin-1-yl)pyrazine